OC=1C(=NC=NC1C)C(=O)N1CCN([C@H]2CC[C@H]12)C1=C2N(C=3N(C1=O)N=CN3)C(CC2C)C(=O)N 6-((1S,6S)-5-(5-hydroxy-6-methylpyrimidine-4-carbonyl)-2,5-diazabicyclo[4.2.0]octan-2-yl)-7-methyl-5-oxo-5,7,8,9-tetrahydropyrrolo[1,2-c][1,2,4]triazolo[1,5-a]pyrimidine-9-carboxamide